tert-butyl (S)-(1,1,1-trifluoro-3-hydroxypropan-2-yl)carbamate FC([C@H](CO)NC(OC(C)(C)C)=O)(F)F